C12C3(CCCC3C(CC1)C2)C(=O)OCC ethyl tricyclo[5.2.1.02,6]dec-2-yl-carboxylate